3-[1-[[4-[5-(difluoromethyl)-1,3,4-oxadiazol-2-yl]-2,6-difluorophenyl]methyl]triazol-4-yl]aniline FC(C1=NN=C(O1)C1=CC(=C(C(=C1)F)CN1N=NC(=C1)C=1C=C(N)C=CC1)F)F